1-(p-fluorophenylamino)-2-propyne FC1=CC=C(C=C1)NCC#C